(1S,1'S)-(3,3'-Diacetyl-5-methoxy-4,4'-dioxo-4H,4'H-[8,8'-bichromene]-2,2'-diyl)bis(ethane-1,1-diyl) Diacetate C(C)(=O)O[C@@H](C)C=1OC2=C(C=CC(=C2C(C1C(C)=O)=O)OC)C=1C=CC=C2C(C(=C(OC12)[C@H](C)OC(C)=O)C(C)=O)=O